1-(3-chloro-2-fluorobenzyl)-4-((3-fluoro-6-(thiazol-2-ylamino)pyridin-2-yl)methyl)-2-methylpiperidine-4-formic acid methyl ester COC(=O)C1(CC(N(CC1)CC1=C(C(=CC=C1)Cl)F)C)CC1=NC(=CC=C1F)NC=1SC=CN1